2-(difluoromethoxy)-6-methoxyisonicotinic acid FC(OC=1C=C(C(=O)O)C=C(N1)OC)F